CC1=C(C=CC=C1)[C@H]1[C@H](CCC1)O (1S,2S)-2-(2-methylphenyl)cyclopentan-1-ol